5,6,7,8-tetrahydro-1H-1,7-naphthyridin-2-one 2,2,2-trifluoroacetate salt FC(C(=O)O)(F)F.N1C(C=CC=2CCNCC12)=O